C(C)C1=C(C=CC(=C1F)F)[C@@H]1[C@@H](O[C@@]([C@@H]1C)(C(F)(F)F)C)C(=O)NC1=CC(=NC=C1)C(=O)N 4-[[(2R,3r,4r,5s)-3-(2-ethyl-3,4-difluoro-phenyl)-4,5-dimethyl-5-(trifluoromethyl)tetrahydrofuran-2-carbonyl]amino]pyridine-2-carboxamide